(3S)-5,5-difluoro-oxan-3-amine FC1(C[C@@H](COC1)N)F